N-(5-((6-((R)-3-(4-chloro-2-fluorophenyl)isoxazolidine-2-yl)pyrimidine-4-yl)amino)-4-methoxy-2-((S)-3-morpholinopyrrolidine-1-yl)phenyl)acrylamide ClC1=CC(=C(C=C1)[C@@H]1N(OCC1)C1=CC(=NC=N1)NC=1C(=CC(=C(C1)NC(C=C)=O)N1C[C@H](CC1)N1CCOCC1)OC)F